(3R)-3-{[2-(4-methoxyphenyl)-10-(oxacyclohex-4-yl)[1,2,4]triazolo[1,5-c]quinazolin-5-yl]amino}azepin-2-one COC1=CC=C(C=C1)C1=NN2C(=NC=3C=CC=C(C3C2=N1)C1CCOCC1)NC=1C(N=CC=CC1)=O